OCCCNC(C1=C(C(=C(C(=O)NCCCO)C(=C1I)I)I)I)=O N,N'-bis(3-hydroxypropyl)-2,3,5,6-tetraiodoterephthalamide